COC1=CC=C2C(=N1)CC(C2(C)C)O 2-methoxy-5,5-dimethyl-6,7-dihydro-5H-cyclopenta[b]pyridin-6-ol